4-(((2Z)-5-(naphthalene-1-ylmethylene)-4-oxo-3-phenylthiazolidin-2-ylidene)amino)benzenesulphonamide C1(=CC=CC2=CC=CC=C12)C=C1C(N(/C(/S1)=N/C1=CC=C(C=C1)S(=O)(=O)N)C1=CC=CC=C1)=O